(3aR,5R,6aS)-5-((R)-2,2-dimethyl-1,3-dioxan-4-yl)-2,2-dimethyldihydrofuro[2,3-d][1,3]dioxol-6(5H)-one CC1(OCC[C@@H](O1)[C@@H]1C([C@@H]2[C@@H](OC(O2)(C)C)O1)=O)C